ClC1=C(C=CC=C1)N1C(N=C(C2=CC=C(C=C12)OC(F)(F)F)N[C@@H]1C[C@H](C1)O)=O 1-(2-Chlorophenyl)-4-(((trans)-3-hydroxycyclobutyl)amino)-7-(trifluoromethoxy)quinazolin-2(1H)-one